(R)-1-(4-((4-(6-(5-(2-(2,4-difluorophenyl)pyrrolidin-1-yl)pyrazolo[1,5-a]pyrimidin-3-yl)pyridin-2-yl)piperazin-1-yl)methyl)-3-fluorophenyl)dihydropyrimidine-2,4(1H,3H)-dione FC1=C(C=CC(=C1)F)[C@@H]1N(CCC1)C1=NC=2N(C=C1)N=CC2C2=CC=CC(=N2)N2CCN(CC2)CC2=C(C=C(C=C2)N2C(NC(CC2)=O)=O)F